2-((4-(5-(3,5-dimethyl-4-(4-methylpiperazin-1-yl)phenyl)-1H-pyrrolo[2,3-b]pyridin-3-yl)-2-methylbut-3-yn-2-yl)oxy)-N,N-dimethylethane-1-amine CC=1C=C(C=C(C1N1CCN(CC1)C)C)C=1C=C2C(=NC1)NC=C2C#CC(C)(C)OCCN(C)C